C(C)(C)(C)P(C1=C(C=CC=C1)C=1C(=CC=CC1)N(C)C)C(C)(C)C 2'-(di-tert-butylphosphino)-N,N-dimethyl-biphenyl-2-amine